methyl N-(O-acetyl-N-(2-(4-((tert-butoxycarbonyl)amino)phenyl)thiazole-4-carbonyl)-L-allothreonyl)-O-(tert-butyldiphenylsilyl)-L-serinate C(C)(=O)O[C@H]([C@H](NC(=O)C=1N=C(SC1)C1=CC=C(C=C1)NC(=O)OC(C)(C)C)C(=O)N[C@@H](CO[Si](C1=CC=CC=C1)(C1=CC=CC=C1)C(C)(C)C)C(=O)OC)C